NC1=C(N=CC(=N1)N1C[C@H](N([C@H](C1)C)C(=O)OC1CC2(CN(C2)CC2=CC=CC=C2)C1)C)Cl 2-benzyl-2-azaspiro[3.3]heptan-6-yl (2R,6S)-4-(6-amino-5-chloropyrazin-2-yl)-2,6-dimethylpiperazine-1-carboxylate